OC1=C(C=CC=C1)N1N=CN=C1 (2-hydroxyphenyl)-1H-1,2,4-triazole